C1(CC1)C1=CC(=C(C(=C1)C)N1N=C2N=C(NC(C2=C1)=O)OCC)F 2-(4-cyclopropyl-2-fluoro-6-methylphenyl)-6-ethoxy-2,5-dihydro-4H-pyrazolo[3,4-d]pyrimidin-4-one